COC1=C(C=C2C(=C(NC2=C1)C)C)C(=O)OC methyl 6-methoxy-2,3-dimethyl-1H-indole-5-carboxylate